C(CC)(=O)[O-].[K+] Kalium Propionat